ClC(C(=O)O)Cl.NC1=NC=2C=C(C=CC2C2=C1N=C(N2)CN(C(OC(C)(C)C)=O)CC)C2=CC=NN2 tert-butyl ((4-amino-7-(1H-pyrazol-5-yl)-1H-imidazo[4,5-c]quinolin-2-yl)methyl)(ethyl)carbamate dichloroacetic acid salt